C(C1=CC=CC=C1)OC(=O)N1CC=2C(=NNC(C2)=O)CC1 3-oxo-3,5,7,8-tetrahydropyrido[4,3-c]pyridazine-6(2H)-carboxylic acid benzyl ester